ClC=1C=C(C=NC1)C(=O)NNC(=O)C1=NN(C(C=C1)=O)CC=1C=NC=C(C1)F 5-Chloro-N'-(1-[(5-fluoropyridin-3-yl)methyl]-6-oxopyridazine-3-carbonyl)pyridine-3-carbohydrazide